C(C1=CC=CC=C1)NS(=O)(=O)C=1C=C(C=CC1[N+](=O)[O-])C=1N=C(SC1)NC(NC1=CC(=C(C(=O)OCC)C=C1)O)=S ethyl 4-(3-(4-(3-(N-benzylsulfamoyl)-4-nitrophenyl)thiazol-2-yl)thioureido)-2-hydroxybenzoate